4,4-bisethylferrocenylpentane C(C)C1(C=C[C-](C1)CCCCC)CC.[CH-]1C=CC=C1.[Fe+2]